C(CCCCCCCCCCCCCCCCC)(=O)[O-].C(CCCCCCC\C=C/CCCCCCCC)[NH-] N-oleyl-amid stearate